(R)-7-((4-methoxy-2,3-dihydro-1H-inden-1-yl)amino)thieno[2,3-c]pyridine-2-carbaldehyde COC1=C2CC[C@H](C2=CC=C1)NC=1N=CC=C2C1SC(=C2)C=O